(3Z)-6-(ethoxymethoxy)-3-hexenyl-magnesium bromide C(C)OCOCC\C=C/CC[Mg]Br